N=1C=CN2C1C=CC(=C2)C(C)O 1-(imidazo[1,2-a]pyridin-6-yl)ethan-1-ol